OCC=1C=C(C=CC1N1C[C@H](CC1)OC1=NC=C(C=C1)C(F)(F)F)C1=CCN(CC1)C(=O)OC(C)(C)C (S)-tert-butyl 4-(3-(hydroxymethyl)-4-(3-(5-(trifluoromethyl)pyridin-2-yloxy)pyrrolidin-1-yl)phenyl)-5,6-dihydropyridine-1(2H)-carboxylate